6-(2-fluoro-4-(1-methyl-1H-pyrazol-4-yl)benzyl)-5-oxo-N-(2-oxaspiro[3.3]heptan-6-yl)-5,6-dihydro-1,6-naphthyridine-8-carboxamide FC1=C(CN2C(C=3C=CC=NC3C(=C2)C(=O)NC2CC3(COC3)C2)=O)C=CC(=C1)C=1C=NN(C1)C